BrC=1C2=C(C(N(C1)C)=O)NC(=C2)C(=O)O 4-bromo-6-methyl-7-oxo-6,7-dihydro-1H-pyrrolo[2,3-c]pyridin-2-carboxylic acid